(2,4-dichlorophenyl)-2-ethyl-5-phenyloxazole ClC1=C(C=CC(=C1)Cl)C=1N=C(OC1C1=CC=CC=C1)CC